FC=1C(=NC=C(C1)F)C(C)NC=1C2=C(N=CN1)N=CC(=C2)C2=CC=C(C=C2)F N-(1-(3,5-difluoropyridin-2-yl)ethyl)-6-(4-fluorophenyl)pyrido[2,3-d]pyrimidin-4-amine